(S)-3-((2-aminoacetylamino)methoxy)-N-(((S)-9-chloro-4-ethyl-8-fluoro-4-hydroxy-3,14-dioxo-3,4,12,14-tetrahydro-1H-pyrano[3',4':6,7]indolizino[1,2-b]quinolin-11-yl)methyl)butanamide NCC(=O)NCO[C@H](CC(=O)NCC1=C2C(=NC=3C=C(C(=CC13)Cl)F)C1=CC3=C(C(N1C2)=O)COC([C@]3(O)CC)=O)C